OC1=C(C=CC=C1)C(CC1=CC=CC=C1)=O o-hydroxyphenylacetophenone